NC1=C(C2=C(C=3N(C=N2)C=NN3)N1C1=C(C(=CC=C1C)OC)C)C#N 8-amino-9-(3-methoxy-2,6-dimethylphenyl)-9H-pyrrolo[2,3-e][1,2,4]triazolo[4,3-c]pyrimidine-7-carbonitrile